C(#N)C1=C(C=CC=C1C1=CCCCC1)NC(=O)C=1SC=2CNCCC2N1 N-(2-cyano-3-cyclohex-1-en-1-ylphenyl)-4,5,6,7-tetrahydro[1,3]thiazolo[5,4-c]pyridine-2-carboxamide